O1C(COC2=NC=CC=C21)COC2=NC(N1C(C3=CC=C(C=C3CC1)C1=C(C=CC=C1)OC)=C2)=O 2-(2,3-Dihydro-[1,4]dioxino[2,3-b]pyridin-2-ylmethoxy)-9-(2-methoxy-phenyl)-6,7-dihydro-pyrimido[6,1-a]isoquinolin-4-one